6-{5-chloro-2-[(oxacyclohex-4-yl)amino]pyrimidin-4-yl}-2-[2-(2-ethylpiperidin-1-yl)-2-oxoethyl]-2,3-dihydro-1H-isoindol-1-one ClC=1C(=NC(=NC1)NC1CCOCC1)C1=CC=C2CN(C(C2=C1)=O)CC(=O)N1C(CCCC1)CC